COC(C(C(C)O[Si](C)(C)C(C)(C)C)N)=O methyl-2-amino-3-[(tert-butyldimethylsilyl)oxy]butanoate